C1=CC=C(C=C1)[C@H](C(=O)O)N The molecule is the R stereoisomer of alpha-phenylglycine. It is an enantiomer of a L-alpha-phenylglycine. It is a tautomer of a D-alpha-phenylglycine zwitterion.